COCC(=O)O.N12CCCCCC2=NCCC1 1,8-diazabicyclo[5.4.0]undec-7-ene methoxyacetate